(S)-4-(((2-amino-4-hydroxypteridin-6-yl)methyl)amino)-N-(17-oxo-20-(2H-tetrazol-5-yl)-4,7,10,13-tetraoxa-16-azaicos-1-yn-20-yl)benzamide NC1=NC2=NC=C(N=C2C(=N1)O)CNC1=CC=C(C(=O)N[C@@H](CCC(NCCOCCOCCOCCOCC#C)=O)C=2N=NNN2)C=C1